3-oxo-2,4-dihydro-1,4-benzoxazine-7-carboxamide O=C1COC2=C(N1)C=CC(=C2)C(=O)N